2-(6-chloropyridazin-3-yl)-6-ethyl-2,6-diazaspiro[3.3]heptane ClC1=CC=C(N=N1)N1CC2(C1)CN(C2)CC